N-{4-[3-(3,4-dimethoxyphenyl)-1,2,4-oxadiazol-5-yl]Phenyl}-5-oxo-1-[(pyridin-3-yl)methyl]Pyrrolidine-3-carboxamide COC=1C=C(C=CC1OC)C1=NOC(=N1)C1=CC=C(C=C1)NC(=O)C1CN(C(C1)=O)CC=1C=NC=CC1